5-(2-nitrophenyl)-2H-1,2,3-triazole-4-carbonitrile [N+](=O)([O-])C1=C(C=CC=C1)C=1C(=NNN1)C#N